BrCCCCCCCC(OC(CCCCCC)C)OC(CCCCCC)C 8-bromo-1,1-bis(1-methylheptyloxy)octane